ClC=1C=C2C(OCCOC=3C=CC(=CC3C3=CC(=C(C(NS(C(C1O)=C2)(=O)=O)=C3)F)F)F)=O 15-chloro-4,21,22-trifluoro-16-hydroxy-18,18-dioxo-8,11-dioxa-18λ6-thia-19-azatetracyclo[18.3.1.113,17.02,7]pentacosa-1(23),2(7),3,5,13,15,17(25),20(24),21-nonaen-12-one